CC1=CC=CC2=C1C(CO2)=O 4-methyl-2H-1-benzofuran-3-one